(S)-4-(4-Acryloyl-2-methylpiperazin-1-yl)-6-chloro-7-(2-fluorophenyl)-1-(2-isopropylphenyl)pyrido[3,2-d]pyrimidin-2(1H)-one C(C=C)(=O)N1C[C@@H](N(CC1)C=1C2=C(N(C(N1)=O)C1=C(C=CC=C1)C(C)C)C=C(C(=N2)Cl)C2=C(C=CC=C2)F)C